C(C)(C)(C)C=1C(=C(C(=C2C=CC=CC12)S(=O)(=O)O)S(=O)(=O)O)C(C)(C)C di(t-butyl)-naphthalenedisulfonic acid